NC=1C=2N(C=CN1)C(=NC2C2=CC=C(C(=O)NC1=NC=CC=C1)C=C2)[C@H](C)NC(C#CC)=O (S)-4-(8-Amino-3-(1-but-2-ynamidoethyl)imidazo[1,5-a]pyrazin-1-yl)-N-(pyridin-2-yl)benzamide